FC(C1=CC=C(C=C1)NC(=O)C=1C=NOC1C)(F)F N-(4-trifluoromethylphenyl)-5-methylisoxazole-4-formamide